CN1N=NC2=C1C=CC(=C2C)C(C(C(=O)OC)(C)C)C2=CC(=C(C=C2)C)CN2C[C@H](OC1=C(C2)C=2CCCCC2C=C1)CC methyl 3-(1,4-dimethyl-1H-benzo[d][1,2,3]triazol-5-yl)-3-(3-(((R)-4-ethyl-3,4,8,9,10,11-hexahydronaphtho[1,2-f][1,4]oxazepin-2(1H)-yl)methyl)-4-methylphenyl)-2,2-dimethylpropanoate